NC[C@H]1C[C@H]([C@H]2[C@@H]1OC(O2)(C)C)N2C=CC1=C2N=CN=C1NC 7-((3aS,4R,6R,6aR)-6-(aminomethyl)-2,2-dimethyltetrahydro-4H-cyclopenta[d][1,3]dioxol-4-yl)-N-methyl-7H-pyrrolo[2,3-d]pyrimidin-4-amine